6-(Cyclopropanamido)-4-((3-(1-cyclopropyl-1H-1,2,4-triazol-3-yl)-2-methoxyphenyl)amino)pyridazine-3-carboxylic acid zinc [Zn].C1(CC1)C(=O)NC1=CC(=C(N=N1)C(=O)O)NC1=C(C(=CC=C1)C1=NN(C=N1)C1CC1)OC